C(C)(C)(C)N1N=C(C(=C1C)O)C=1C=C(C=CC1)C 1-(tert-Butyl)-5-methyl-3-(m-tolyl)-pyrazol-4-ol